OC[C@@H]1CC[C@H](CC1)C(=O)N1OCC[C@H]1C1=NC(=CN=C1)OC [trans-4-(hydroxymethyl)cyclohexyl]-[(3S)-3-(6-methoxypyrazin-2-yl)isoxazolidin-2-yl]methanone